(3-oxo-3-((2-phenoxyphenyl)amino)propyl)-1-naphthamide O=C(CCC1=C(C2=CC=CC=C2C=C1)C(=O)N)NC1=C(C=CC=C1)OC1=CC=CC=C1